CC(C(C#CC1=CC=C(C=C1)C(F)(F)F)=O)C 4-methyl-1-(4-(trifluoromethyl)phenyl)pent-1-yn-3-one